3-chloro-3,3-difluoropropene ClC(C=C)(F)F